2-((1r,4r,5r)-5-((5-cyclopropyl-3-(2,6-dichlorophenyl)isoxazol-4-yl)methoxy)-2-azabicyclo[2.2.1]Heptane-2-yl)-4-fluorobenzo[d]Thiazole-6-carboxylic acid C1(CC1)C1=C(C(=NO1)C1=C(C=CC=C1Cl)Cl)CO[C@H]1[C@H]2CN([C@@H](C1)C2)C=2SC1=C(N2)C(=CC(=C1)C(=O)O)F